O.C(CCC)=O n-butanal hydrate